NC(C(=O)NCCCC(=O)OCN1N=CC(=C1)C=1SC=C(N1)C(NC=1C(=NN(C1)C1CCC(CC1)OCC)C1=NC(=CC=C1F)F)=O)C(C)C (4-(4-((3-(3,6-difluoropyridin-2-yl)-1-((1r,4r)-4-ethoxycyclohexyl)-1H-pyrazol-4-yl)carbamoyl)thiazol-2-yl)-1H-pyrazol-1-yl)methyl 4-(2-amino-3-methylbutanamido)butanoate